(6-Chloro-4-fluoropyridin-3-yl)(3-(difluoromethoxy)azetidin-1-yl)methanone ClC1=CC(=C(C=N1)C(=O)N1CC(C1)OC(F)F)F